(S)-2-((2-hydroxypyridin-3-yl)amino)-5,5-dimethyl-4,5-dihydrothiazole-4-carboxylic acid OC1=NC=CC=C1NC=1SC([C@@H](N1)C(=O)O)(C)C